1-[4-(3-chloro-2-methylphenoxy)piperidin-1-yl]-2-{3-[(2R,6S)-2,6-dimethylmorpholine-4-carbonyl]-5,6-dihydrocyclopenta[c]pyrazol-1(4H)-yl}ethan-1-one ClC=1C(=C(OC2CCN(CC2)C(CN2N=C(C3=C2CCC3)C(=O)N3C[C@H](O[C@H](C3)C)C)=O)C=CC1)C